FC=1C=CC(=C(C(=O)N(C)C(C)C)C1)N1C=C(C=2C1=CN=CC2)C2CCN(CC2)CC[C@@H]2CC[C@H](CC2)NS(=O)(=O)C 5-fluoro-N-isopropyl-N-methyl-2-(3-(1-(2-(trans-4-(methylsulfonamido)cyclohexyl)ethyl)piperidin-4-yl)-1H-pyrrolo[2,3-c]pyridin-1-yl)benzamide